1,17-bis(2-((2-pentylcyclopropyl)methyl)cyclopropyl)heptadecan-9-yl-4-(dimethylamino)butanoate C(CCCC)C1C(C1)CC1C(C1)CCCCCCCCC(CCCCCCCCC1C(C1)CC1C(C1)CCCCC)OC(CCCN(C)C)=O